C(#N)C1=C(C(=C(C(=C1F)F)C1C(=CCC(=C1)C)C(=O)OC)F)F Methyl 4'-cyano-2',3',5',6'-tetrafluoro-5-methyl-1,4-dihydro-[1,1'-biphenyl]-2-carboxylate